N-methyl-1-((cis)-4-trifluoromethanesulfonyloxy-cyclohexyl)methanesulfonamide CNS(=O)(=O)C[C@@H]1CC[C@@H](CC1)OS(=O)(=O)C(F)(F)F